C1(=CC=CC=C1)SC[C@@H](CCN1CCCCC1)NC(OC(C)(C)C)=O tert-butyl (R)-(1-(phenylthio)-4-(piperidin-1-yl)butan-2-yl)carbamate